tert-butyl (2-((2-(2,6-dioxopiperidin-3-yl)-3-oxoisoindolin-5-yl)amino)ethyl)carbamate O=C1NC(CCC1N1CC2=CC=C(C=C2C1=O)NCCNC(OC(C)(C)C)=O)=O